4-[[2-[4-(2-acetyl-5-chlorophenyl)-3-methoxy-6-oxo-1(6H)-pyridazinyl]-4-methyl-1-oxopentyl]amino]-benzoic acid 1,1-dimethylethyl ester CC(C)(C)OC(C1=CC=C(C=C1)NC(C(CC(C)C)N1N=C(C(=CC1=O)C1=C(C=CC(=C1)Cl)C(C)=O)OC)=O)=O